C(C)(C)(C)OC1=C(C=C2C(=N1)N(N=C2I)C)F 6-(tertbutoxy)-5-fluoro-3-iodo-1-methyl-1H-pyrazolo[3,4-b]pyridine